4,5-dihydro-6-oxa-3,3a-diaza-benzo-azulene C=1C=NN2CCOC3=C(C12)C=CC=C3